1-(4-butoxyphenyl)-3-(1-piperidinyl)1-propanol C(CCC)OC1=CC=C(C=C1)C(CCN1CCCCC1)O